CN(C1=NC=CC(=N1)N1C=NC(=C1)C(=O)OC)C Methyl 1-[2-(dimethylamino)pyrimidin-4-yl]-1H-imidazole-4-carboxylate